C(#N)C1=C(C=NC=C1)C1=CC(=C(C=C1)NC(=O)C1=NC(=NC=C1)C1=C(C=CC=C1OC)F)N1CCN(CC1)C(CCCNC1=C2C(N(C(C2=CC=C1)=O)C1C(NC(CC1)=O)=O)=O)=O N-(4-(4-cyanopyridin-3-yl)-2-(4-(4-((2-(2,6-dioxopiperidin-3-yl)-1,3-dioxoisoindolin-4-yl)amino)butanoyl)piperazin-1-yl)phenyl)-2-(2-fluoro-6-methoxyphenyl)pyrimidine-4-carboxamide